OC1=C(C(=CC=2C(C3=CC=CC=C3C(C12)=O)=O)OC)CO 1-hydroxy-2-hydroxymethyl-3-methoxyanthraquinone